ClC1=C(C=CC=C1NC1=C(C=C(C=C1)F)OC(F)F)[C@@]1(CC(N(C(N1)=N)C1CCOCC1)=O)C (6S)-6-{2-Chloro-3-[2-(difluoro-methoxy)-4-fluoro-anilino]-phenyl}-2-imino-6-methyl-3-(tetrahydropyran-4-yl)-hexahydropyrimidin-4-one